SC(CC(=O)[O-])C 3-mercaptobutanate